COC1=CC=C(CNC2=NN=C(C3=CC=CC=C23)C2=CC=C(C=C2)OCCC)C=C1 N-(4-methoxybenzyl)-4-(4-propoxyphenyl)phthalazin-1-amine